6-ethylidene-1,4-methano-1,4,4a,5,6,7,8,8a-octahydronaphthalene C(C)=C1CC2C3C=CC(C2CC1)C3